6-(1-acetyl-4-piperidyl)-4-[1-[6-amino-4-(trifluoromethyl)-2-pyridyl]ethylamino]-8-methyl-pyrido[2,3-d]pyrimidin-7-one C(C)(=O)N1CCC(CC1)C1=CC2=C(N=CN=C2NC(C)C2=NC(=CC(=C2)C(F)(F)F)N)N(C1=O)C